3a,6,8-Trimethyl-2,3,3a,4-tetrahydro-1H-cyclopenta[b]quinoline CC12NC=3C=C(C=C(C3C=C1CCC2)C)C